(S)-N-(2-(4-(cyclopropanesulphonylamino)pyridin-2-yl)-1-methoxypropan-2-yl)-5-(6-ethoxypyrazin-2-yl)thiazole-2-carboxamide C1(CC1)S(=O)(=O)NC1=CC(=NC=C1)[C@](COC)(C)NC(=O)C=1SC(=CN1)C1=NC(=CN=C1)OCC